2-methanesulfinyl-6-methyl-8-(pyridin-3-ylmethyl)-5-[2-(triisopropylsilyl)ethynyl]pyrido[2,3-d]pyrimidin-7-one CS(=O)C=1N=CC2=C(N1)N(C(C(=C2C#C[Si](C(C)C)(C(C)C)C(C)C)C)=O)CC=2C=NC=CC2